F[N+]12CC[NH+](CC1)CC2 4-fluoro-1,4-diazabicyclo[2.2.2]octane-1,4-diium